C(C)(C)(C)OC(=O)NC[C@]1([C@@H]2[C@H]3C[C@H](CC[C@@H]13)C2)CC(=O)O 2-((1S,2R,3R,6S,8S)-2-(((tert-butoxycarbonyl)amino)methyl)tricyclo[4.2.1.03,8]Non-2-yl)acetic acid